C(C)(C)(C)OC(=O)N[C@H](C(=O)O)CCCCNC(=O)OCC1C2=CC=CC=C2C=2C=CC=CC12 (2S)-2-[(tert-butoxycarbonyl)amino]-6-{[(9H-fluoren-9-ylmethoxy)carbonyl]amino}hexanoic acid